(±)-rel-(1R,2R,5S)-2-(hydroxymethyl)-3,8-diazabicyclo[3.2.1]octane-8-carboxylic acid tert-butyl ester C(C)(C)(C)OC(=O)N1[C@H]2[C@@H](NC[C@@H]1CC2)CO |r|